C1(=CC=CC=C1)CCCCCCNC(CCC)=O N-(6-phenylhexyl)butyramide